C(C=C)(=O)N1C[C@@](CC1)(C1=C(C(=CC=C1F)Cl)Cl)NC=1C(=C2C(N(C=NC2=CC1)C)=O)C (R)-6-((1-Acryloyl-3-(2,3-dichloro-6-fluorophenyl)pyrrolidin-3-yl)amino)-3,5-dimethylquinazolin-4(3H)-one